((2-((7-azabicyclo[2.2.1]heptan-7-yl)methyl)-6-fluorobenzyl)amino)-2,3-difluoro-N-(thiazol-4-yl)benzenesulfonamide C12CCC(CC1)N2CC2=C(CNC1=C(C(=C(C=C1)S(=O)(=O)NC=1N=CSC1)F)F)C(=CC=C2)F